6-acetyl-3-(3-fluorophenyl)-2,3,6,7-tetrahydro-1H-pyrazolo[1,2-a]Pyrazol-5-one C(C)(=O)C1C(N2N(C1)CCC2C2=CC(=CC=C2)F)=O